bis[3,5-bis(ethoxy)-4-carboxybutoxyphenyl]naphthoporphine C(C)OC(CCOC1=C(C=C(C=C1)OCC)N1C=2C=CC1=CC=1C=CC(=CC3=CC=C(N3C3=C(C=CC(=C3)OCC)OCCC(CC(=O)O)OCC)C=C3C4=C(C(C2)=N3)C3=CC=CC=C3C=C4)N1)CC(=O)O